2-(tert-butyl)-N-(4-(6-(3,4-dimethylpiperazin-1-yl)pyrrolo[2,1-f][1,2,4]triazin-4-yl)-2-methylbenzyl)-2H-tetrazole-5-carboxamide C(C)(C)(C)N1N=C(N=N1)C(=O)NCC1=C(C=C(C=C1)C1=NC=NN2C1=CC(=C2)N2CC(N(CC2)C)C)C